C(C)(C)(C)OC(=O)N1CC=C(C=C1)C1=CC(=CC=C1)N 4-(3-aminophenyl)pyridine-1-carboxylic acid tert-butyl ester